adamantyl-boronate C12(CC3CC(CC(C1)C3)C2)B([O-])[O-]